(tetrahydro-2H-pyran-4-yl)pyrido[3,4-d]pyrimidin-4-amine O1CCC(CC1)C=1N=C(C2=C(N1)C=NC=C2)N